ClC1=CC(=C(C=C1)C1=NC=C(C=N1)CCN)OC1=CC(=NC(=C1)N1CCOCC1)C 2-[2-[4-chloro-2-(2-methyl-6-morpholin-4-ylpyridin-4-yl)oxyphenyl]pyrimidin-5-yl]ethanamine